(6-chloroquinoxalin-2-yl)cyclopropanecarbonitrile ClC=1C=C2N=CC(=NC2=CC1)C1(CC1)C#N